C(CCCCCCC\C=C/CCCCCCCC)(=O)C(C(=O)O)(CCCCCCCCCCCCCCCC)C(CCCCCCC\C=C/CCCCCCCC)=O dioleoyl-stearic acid